(R)-4-(6-cyclohexyl-2-(1H-pyrrolo[2,3-b]pyridin-4-yl)pyrimidin-4-yl)-3-methylmorpholine C1(CCCCC1)C1=CC(=NC(=N1)C1=C2C(=NC=C1)NC=C2)N2[C@@H](COCC2)C